1-(4-(8-((3-methyl-4-((3-methyl-3H-[1,2,3]triazolo[4,5-c]pyridin-6-yl)oxy)phenyl)amino)pyrimido[5,4-d]pyrimidin-2-yl)piperazin-1-yl)prop-2-en-1-one CC=1C=C(C=CC1OC1=CC2=C(C=N1)N(N=N2)C)NC2=NC=NC1=C2N=C(N=C1)N1CCN(CC1)C(C=C)=O